(6-bromo-2-pyridinyl)-6-chloro-imidazo[1,2-b]pyridazine BrC1=CC=CC(=N1)C=1N=C2N(N=C(C=C2)Cl)C1